benzyl (3S)-4-[2-[4-[[4-[2-(2,6-dioxo-3-piperidyl)-1,3-dioxo-isoindolin-5-yl]piperazin-1-yl]methyl]-1-piperidyl]ethyl]-3-methyl-piperazine-1-carboxylate O=C1NC(CCC1N1C(C2=CC=C(C=C2C1=O)N1CCN(CC1)CC1CCN(CC1)CCN1[C@H](CN(CC1)C(=O)OCC1=CC=CC=C1)C)=O)=O